ClC=1C=C(C=CC1N1C(N(C=C1)C)=O)C1=C(C(=CC(=C1)F)C=1C=C(C(N(C1)C)=O)N1CCN(CC1)C(C)C)O 5-(3'-chloro-5-fluoro-2-hydroxy-4'-(3-methyl-2-oxo-2,3-dihydro-1H-imidazol-1-yl)-[1,1'-biphenyl]-3-yl)-3-(4-isopropylpiperazin-1-yl)-1-methylpyridin-2(1H)-one